L-2-amyl-furan C(CCCC)C=1OC=CC1